(4,4-difluorocyclohexyl)hydrazinium chloride hydrogen chloride Cl.[Cl-].FC1(CCC(CC1)[NH2+]N)F